C(C)(=O)O.ClC=1C=CC(=C(C(=O)C2=CC=CC=C2)C1)C1=NC(=NN1)CCl 5-chloro-2-(3-chloromethyl-s-triazolyl)benzophenone acetate